N-((6-chloropyridin-3-yl)methyl)-N-ethyl-N'-methyl-2-nitro-4-(m-methylphenyl)butane-1,3-diene-1,1-diamine ClC1=CC=C(C=N1)CN(C(=C(C=CC1=CC(=CC=C1)C)[N+](=O)[O-])NC)CC